OC1C2NC(CN(C1)CC2)=O (racemic)-6-hydroxy-1,4-diazabicyclo[3.2.2]nonan-3-one